ClC=1C=C(C=C(C1)Cl)C1(CC(=NO1)C1=CC(=C(C(=O)NS(=O)C2=CC(=CC(=C2)Cl)Cl)C=C1)C)C(F)(F)F 4-(5-(3,5-dichlorophenyl)-5-(trifluoromethyl)-4,5-dihydroisoxazol-3-yl)-N-((3,5-dichlorophenyl)sulfinyl)-2-methylbenzamide